5-fluoro-4-[4-fluoro-2-methyl-1-isopropyl-1H-benzimidazole-6-yl]-2-pyrimidineamine FC=1C(=NC(=NC1)N)C=1C=C(C2=C(N(C(=N2)C)C(C)C)C1)F